C1N(CC12CCNCC2)C2=C(C=C(C=C2)C2C(NC(CC2)=O)=O)F 3-[4-(2,7-diazaspiro[3.5]nonan-2-yl)-3-fluoro-phenyl]piperidine-2,6-dione